C1(CCCC1)N1N=CC2=C1N=C(NC2=O)[C@@H]2CN(C[C@H]2C)CC2=NC=C(N=C2)C 1-cyclopentyl-6-{(3S,4S)-4-methyl-1-[(5-methylpyrazin-2-yl)methyl]pyrrolidin-3-yl}-1,5-dihydro-4H-pyrazolo[3,4-d]pyrimidin-4-one